4-chloro-2-[4-(1-methyl-4-pyridin-4-yl-1H-pyrazol-3-yl)-phenoxymethyl]-quinoline ClC1=CC(=NC2=CC=CC=C12)COC1=CC=C(C=C1)C1=NN(C=C1C1=CC=NC=C1)C